6-(3-((benzyloxy)methyl)-4-ethyl-5-oxo-4,5-dihydro-1H-1,2,4-triazol-1-yl)-5-fluoro-2-isobutyryl-nicotinic acid isopropyl ester C(C)(C)OC(C1=C(N=C(C(=C1)F)N1N=C(N(C1=O)CC)COCC1=CC=CC=C1)C(C(C)C)=O)=O